1-methyl-4-(methylaminomethyl)pyrrolidin-2-one tert-butyl-rac-(3S)-5-hydroxy-3-(2-methyloxazol-4-yl)isoxazolidine-2-carboxylate C(C)(C)(C)OC(=O)N1OC(C[C@H]1C=1N=C(OC1)C)O.CN1C(CC(C1)CNC)=O |r|